3'-amino-[1,1'-biphenyl]-3-ol NC=1C=C(C=CC1)C1=CC(=CC=C1)O